ClC=1C(=NC=CN1)OCC1CN(CCC1)C(=O)OC(C)(C)C tert-butyl 3-(((3-chloropyrazin-2-yl)oxy)methyl)piperidine-1-carboxylate